3,6-Di-O-Isovaleroyl-α-D-Glucopyranose C(CC(C)C)(=O)O[C@@H]1[C@H]([C@@H](O)O[C@@H]([C@H]1O)COC(CC(C)C)=O)O